2-(2-methyl-4-(((2-(4-(trifluoromethyl)phenyl)-2H-1,2,3-triazol-4-yl)methyl)thio)phenoxy)acetic acid CC1=C(OCC(=O)O)C=CC(=C1)SCC1=NN(N=C1)C1=CC=C(C=C1)C(F)(F)F